CN1N=C(C2=CC=C(C=C12)N[C@@H]1[C@@H](CNCC1)C(F)(F)F)C1C(NC(CC1)=O)=O 3-(1-methyl-6-(((3R,4S)-3-(trifluoromethyl)piperidin-4-yl)amino)-1H-indazol-3-yl)piperidine-2,6-dione